NCCOCCOCCOCCNC(COC1C#CCCCCC1)=O N-(2-{2-[2-(2-aminoethoxy)ethoxy]ethoxy}ethyl)-2-(cyclooct-2-yn-1-yloxy)acetamide